C(C)(C)N(C(C1=CC=CC=C1)=O)C(C)C N,N-diiso-propylbenzamide